O(C#N)C1=CC=C(OC2=CC=C(C=C2)S(=O)(=O)C2=CC=C(C=C2)OC2=CC=C(C=C2)OC#N)C=C1 Bis(4-(4-cyanatophenoxy) phenyl) sulfon